2-(4-Fluoro-2,6-dimethylbenzoyl)-3-(4-((1-(3-fluoropropyl)azetidin-3-yl)methyl)phenoxy)benzo[b]thiophene-6-carboxylic acid FC1=CC(=C(C(=O)C2=C(C3=C(S2)C=C(C=C3)C(=O)O)OC3=CC=C(C=C3)CC3CN(C3)CCCF)C(=C1)C)C